C(C)(=O)C=1C(C(=C(NC1C)C(=O)OC)C(=O)OC)C=1C2=C(SC1)C=CC=C2 Dimethyl 5-acetyl-4-(benzo[b]thiophen-3-yl)-6-methyl-1,4-dihydropyridine-2,3-dicarboxylate